N-(((2S,5R)-5-aminotetrahydro-2H-pyran-2-yl)methyl)cyanamide hydrochloride Cl.N[C@@H]1CC[C@H](OC1)CNC#N